ClC1=C(C=C(C=C1NC1=NC=2N(C(=N1)N(CC1=CC=C(C=C1)OC)C1CC1)N=CC2C#N)C#N)N2CCN(C1(CC1)C2)C(=O)OC(C)(C)C tert-butyl 7-(2-chloro-5-cyano-3-((8-cyano-4-(cyclopropyl(4-methoxybenzyl)amino)pyrazolo[1,5-a][1,3,5]triazin-2-yl)amino)phenyl)-4,7-diazaspiro[2.5]octane-4-carboxylate